3-(8-(2-chlorophenyl)-2-((4-methoxybenzyl)amino)-9H-purin-9-yl)pyrrolidine-1-carboxylic acid tert-butyl ester C(C)(C)(C)OC(=O)N1CC(CC1)N1C2=NC(=NC=C2N=C1C1=C(C=CC=C1)Cl)NCC1=CC=C(C=C1)OC